2-chloro-4-((6,7-dimethoxyquinoline-4-yl)oxy)-aniline ClC1=C(N)C=CC(=C1)OC1=CC=NC2=CC(=C(C=C12)OC)OC